Cl.C1(=C(C=CC=C1)C1C[C@H](NC1)C(=O)OC)C methyl (S)-4-(o-tolyl)pyrrolidine-2-carboxylate hydrochloride